1-bromo-3-(difluoromethyl)-5-fluoro-benzene BrC1=CC(=CC(=C1)F)C(F)F